2-(4-ethylpiperazin-1-yl)-6-((4-fluorobenzyl)sulphonyl)-5,6,7,8-tetrahydro-1,6-naphthyridine C(C)N1CCN(CC1)C1=NC=2CCN(CC2C=C1)S(=O)(=O)CC1=CC=C(C=C1)F